2-((7-((2,4-dimethoxybenzyl)amino)-1-methyl-1H-pyrazolo[3,4-c]pyridin-4-yl)amino)-2-oxoacetic acid COC1=C(CNC=2N=CC(=C3C2N(N=C3)C)NC(C(=O)O)=O)C=CC(=C1)OC